CN(C1=CC=C(C2=CC=CC=C12)N=NC1=C(C=C(C=C1)S(=O)(=O)O)OC)C 4-(4-dimethylamino-1-naphthylazo)-3-methoxybenzenesulfonic acid